diethylhexylbutanamido(Diethylhexylbutamido)triazinone C(C)C(C(C(=O)NC1=C(C(NN=N1)=O)NC(C(C(C)(CC)CC)CCCCCC)=O)CCCCCC)(C)CC